ClC1=CC=C(C(=N1)F)C1=CN=C2N1C=CN=C2NC2=CC(=C(C(=O)NCC1CCN(CC1)CC1CN(C1)C(=O)OC(C)(C)C)C=C2)CC tert-Butyl 3-[[4-[[[4-[[3-(6-chloro-2-fluoro-3-pyridyl)imidazo[1,2-a]pyrazin-8-yl]amino]-2-ethyl-benzoyl]amino]methyl]-1-piperidyl]methyl]azetidine-1-carboxylate